tert-butyl (S)-(1-(methylamino)-1-oxo-3-(tetrahydro-2H-pyran-4-yl)propan-2-yl)carbamate CNC([C@H](CC1CCOCC1)NC(OC(C)(C)C)=O)=O